(-)-hexyl (3-(5-(5-(1-amino-3-cyclopropyl-1-(pyridin-3-yl)propyl)-2-fluorophenylcarbamoyl)-3-(trifluoromethyl)-1H-pyrazol-1-yl)phenyl)(imino)methylcarbamate NC(CCC1CC1)(C=1C=NC=CC1)C=1C=CC(=C(C1)NC(=O)C1=CC(=NN1C=1C=C(C=CC1)N(C(OCCCCCC)=O)C=N)C(F)(F)F)F